[(1,1'-bi(cyclopropan))-2-yl]-3-(5'-(methylsulfonamido)spiro[cyclohexane-1,3'-indoline]-1'-carbonyl)benzenesulfonamide C1(C(C1)C1=C(C=CC=C1C(=O)N1CC2(C3=CC(=CC=C13)NS(=O)(=O)C)CCCCC2)S(=O)(=O)N)C2CC2